ClC=1C2=CNN=C2C(=C(C1)C1=CC=C(C=C1)[C@@H]1[C@H](CN(CC1)CCO)F)Cl 4,7-dichloro-6-(4-((3R,4R)-3-fluoro-1-(2-hydroxyethyl)piperidin-4-yl)phenyl)-2H-indazole